C(C)(C)OP(OC(C)C)OC(C)C Tri(i-propoxy)phosphine